methyl 2-((3-chloro-1H-pyrrolo[2,3-b]pyridin-5-yl) oxy)-4-fluorobenzoate ClC1=CNC2=NC=C(C=C21)OC2=C(C(=O)OC)C=CC(=C2)F